C(#N)C(C(=O)OCCCC)=C(C1=CC=C(C=C1)OC)C butyl α-cyano-β-methyl-4-methoxycinnamate